N-[2-(dimethylamino)ethyl]-2-(2-fluoro-4-methylphenyl)-5-(1H-pyrrolo[2,3-b]pyridin-4-yl)-1H-pyrrole-3-carboxamide CN(CCNC(=O)C1=C(NC(=C1)C1=C2C(=NC=C1)NC=C2)C2=C(C=C(C=C2)C)F)C